trieicosylammonium tetrakis(pentafluorophenyl)Borate FC1=C(C(=C(C(=C1[B-](C1=C(C(=C(C(=C1F)F)F)F)F)(C1=C(C(=C(C(=C1F)F)F)F)F)C1=C(C(=C(C(=C1F)F)F)F)F)F)F)F)F.C(CCCCCCCCCCCCCCCCCCCCCC)[NH3+]